ClC1=CC(=C(COC2=CC=CC(=N2)C2=CC(=C(CC3=NC4=C(N3[C@@H]3COCC3(C)C)C=C(C=C4)C(=O)OCOC(C(C)C)=O)C=C2F)F)C=C1)F (isobutyryloxy)methyl (S)-2-(4-(6-((4-chloro-2-fluorobenzyl)oxy)pyridin-2-yl)-2,5-difluorobenzyl)-1-(4,4-dimethyltetrahydrofuran-3-yl)-1H-benzo[d]imidazole-6-carboxylate